C1(CC1)CC=C 3-cyclopropylpropylene